C(C)(C)(C)OC(=O)N[C@@H](C(=O)N1[C@@H](C[C@H](C1)O)C(=O)OC)CC1=CC=C(C=C1)Cl methyl (2S,4R)-1-((R)-2-((tert-butoxycarbonyl)amino)-3-(4-chlorophenyl)-propanoyl)-4-hydroxypyrrolidine-2-carboxylate